1-[tert-butyl(dimethyl)silyl]azetidin-2-one [Si](C)(C)(C(C)(C)C)N1C(CC1)=O